6-(3-(4-chlorobenzyl)ureido)-N-methoxy-N-methyl-spiro[3.3]heptane-2-carboxamide ClC1=CC=C(CNC(NC2CC3(CC(C3)C(=O)N(C)OC)C2)=O)C=C1